C(C)N(C(\C=C\C1=CC=C(C=C1)OCC=1N=C2N(C=CC=C2)C1)=O)CC=1SC=CC1 (E)-N-ethyl-3-(4-(imidazo[1,2-a]pyridin-2-ylmethoxy)phenyl)-N-(thiophen-2-ylmethyl)acrylamide